O(C)C=1C=CC(=C(C1)NC1=CC=C(C=C1)N)N (5-methoxyl-2-amino-phenyl)-(4-amino-phenyl)-amine